(S)-3-cyclopentyl-1-(1-(6,7-difluoro-3-methyl-4-oxo-3,4-dihydrophthalazin-1-yl)ethyl)-1-isobutylurea C1(CCCC1)NC(N(CC(C)C)[C@@H](C)C1=NN(C(C2=CC(=C(C=C12)F)F)=O)C)=O